ClC1=CC2=C(CCO[C@]23C[C@@H](N(CC3)CC=3C=NC(=NC3)NC(CO)(C)C)C)S1 2-[[5-[[(2'S,4R)-2-chloro-2'-methyl-spiro[6,7-dihydrothieno[3,2-c]pyran-4,4'-piperidin]-1'-yl]methyl]pyrimidin-2-yl]amino]-2-methyl-propan-1-ol